2,4,6-triiodoisophthalic acid diamide IC1=C(C(=O)N)C(=CC(=C1C(=O)N)I)I